iridium-ruthenium-tin [Sn].[Ru].[Ir]